Methyl (E)-3-((4-bromobut-2-en-1-yl)oxy)benzoate BrC/C=C/COC=1C=C(C(=O)OC)C=CC1